methyl 3-{[(5-bromopyridin-3-yl) (methyl) amino] methyl}-4-methylbenzoate BrC=1C=C(C=NC1)N(C)CC=1C=C(C(=O)OC)C=CC1C